[N+](=O)([O-])C1=CC=C(C(=O)NC(O)=O)C=C1.C(N)(OC(C1=CC=C(C=C1)Cl)=O)=O p-chlorobenzoyl carbamate (p-nitrobenzoyl carbamate)